(R)-5-(5-(1-(3,5-dichloropyridin-4-yl)ethoxy)-6-methyl-1H-indazol-3-yl)-2-(6-(methylsulfonyl)-2,6-diazaspiro[3.3]heptan-2-yl)nicotinonitrile ClC=1C=NC=C(C1[C@@H](C)OC=1C=C2C(=NNC2=CC1C)C=1C=NC(=C(C#N)C1)N1CC2(C1)CN(C2)S(=O)(=O)C)Cl